[C@H]12CN(C[C@H](CC1)N2)C=2C1=C(N=C(N2)OCC23CCCN3CCC2)C(=C(N=C1)C1=CC=CC=2OC(OC21)(F)F)F 4-((1R,5S)-3,8-diazabicyclo[3.2.1]octan-3-yl)-7-(2,2-difluorobenzo[d][1,3]dioxol-4-yl)-8-fluoro-2-((tetrahydro-1H-pyrrolizin-7a(5H)-yl)methoxy)pyrido[4,3-d]pyrimidine